isopropyl-5-methyl-3-((3r,5r,7r)-3,5,7-trimethyladamantan-1-yl)-[1,1'-biphenyl] C(C)(C)C1=C(C=C(C=C1C12CC3(CC(CC(C1)(C3)C)(C2)C)C)C)C2=CC=CC=C2